(R)-thiomorpholin-3-yl-methanol N1[C@@H](CSCC1)CO